The molecule is a trihydroxyflavanone that is (2S)-flavanone substituted by hydroxy groups at positions 7, 2' and 4', a lavandulyl group at position 8 and a methoxy group at position 5. Isolated from the roots of Sophora flavescens, it exhibits cytotoxicity against human myeloid leukemia HL-60 cells. It has a role as a metabolite and an antineoplastic agent. It is a trihydroxyflavanone, a monomethoxyflavanone and a member of 4'-hydroxyflavanones. It derives from a (2S)-flavanone. CC(=CC[C@H](CC1=C2C(=C(C=C1O)OC)C(=O)C[C@H](O2)C3=C(C=C(C=C3)O)O)C(=C)C)C